N(=[N+]=[N-])CC1=CN=C(S1)N1CC(CCC1)N(C(OC(C)(C)C)=O)CC1CCC1 tert-butyl (1-(5-(azidomethyl)thiazol-2-yl)piperidin-3-yl)(cyclobutylmethyl)carbamate